C(C)(C)(C)[C@H]1N2C(C=3N(N=C4C(=CC=CC34)OCCCOC)C1)CC(C(=C2)C(=O)OCC)=O (6R)-ethyl 6-(tert-butyl)-10-(3-methoxypropoxy)-2-oxo-2,6,7,13c-tetrahydro-1H-pyrido[2',1':3,4]pyrazino[1,2-b]indazole-3-carboxylate